1-(4-(2-(4-Methoxyphenyl)-1-methyl-1H-benzo[d]imidazol-6-yl)benzyl)-N,N-dimethylpiperidin-4-amin COC1=CC=C(C=C1)C1=NC2=C(N1C)C=C(C=C2)C2=CC=C(CN1CCC(CC1)N(C)C)C=C2